(R)-2-(pyrimidin-2-yl)but-3-yn-2-ol N1=C(N=CC=C1)[C@@](C)(C#C)O